anti-L-Glutamine N[C@@H](CCC(N)=O)C(=O)O